[1,3]thiazolo[4,5-e]isoindol-3-carboxylate N1=CS(C2=C1C1=CNC=C1C=C2)C(=O)[O-]